C(#N)[C@H](C[C@H]1C(NCC1)=O)NC([C@H](CC1CC1)N1C(=CC2=C(C=CC=C12)OC)C(=O)N)=O ((S)-1-(((S)-1-cyano-2-((S)-2-oxopyrrolidin-3-yl)ethyl)amino)-3-cyclopropyl-1-oxopropan-2-yl)-4-methoxy-1H-indole-2-carboxamide